ClC1=C2C(=NC=3C=C(C(=CC13)OC)OCCOCCN(C)C)CCC2 {2-[2-({9-chloro-7-methoxy-1H,2H,3H-cyclopenta[b]quinolin-6-yl}oxy)ethoxy]ethyl}dimethylamine